8-Phenyl-1,4-dioxaspiro[4.5]decan-8-ol C1(=CC=CC=C1)C1(CCC2(OCCO2)CC1)O